FC(C(F)(F)F)(C(CC)=O)F pentafluoro-3-pentanone